O=C(C(=O)O)C1=CC=CC=C1 oxo(phenyl)acetic acid